4-(10H-phenoxazin-10-yl)butyric acid C1=CC=CC=2OC3=CC=CC=C3N(C12)CCCC(=O)O